C1=CC=CC=2C3=CC=CC=C3C(C12)COC(=O)NCCC[C@H](C(=O)O)N (R)-5-((((9H-fluoren-9-yl)methoxy)carbonyl)amino)-2-aminopentanoic acid